C(C)(C)(C)OC(=O)N1C(CC1)NC(=O)C1=NC=NC=C1 pyrimidine-4-carbonylaminoazetidine-1-carboxylic acid tert-butyl ester